6-(6-(2,2-difluoroethoxy)imidazo[1,2-a]pyrazin-3-yl)-N-((3S,4S)-4-fluoropiperidin-3-yl)pyridin-2-amine FC(COC=1N=CC=2N(C1)C(=CN2)C2=CC=CC(=N2)N[C@H]2CNCC[C@@H]2F)F